BrC1=CC=C(C(=C1C(=O)C1=NC=CC=C1F)Cl)C(F)(F)F [6-bromo-2-chloro-3-(trifluoromethyl)phenyl]-(3-fluoro-2-pyridyl)methanone